NC=1C=CC(=NC1)N1N=C(C(=C1)C1=CN=C(N1C)C(=O)NC1=CC(=C(C=C1)C(NCCN1CCNCC1)=O)Cl)C(F)(F)F 5-[1-(5-amino-2-pyridyl)-3-(trifluoromethyl)pyrazol-4-yl]-N-[3-chloro-4-(2-piperazinoethylcarbamoyl)phenyl]-1-methyl-imidazole-2-carboxamide